C[Si](C(CN[Si](C)(C)C)N)(C)C 1,N2-bis(trimethylsilyl)ethane-1,2-diamine